FC(C=1SC2=C(N1)C=CC(=C2)NN)(F)F [2-(trifluoromethyl)-1,3-benzothiazol-6-yl]Hydrazine